cobalt(II) trichloroacetate ClC(C(=O)[O-])(Cl)Cl.[Co+2].ClC(C(=O)[O-])(Cl)Cl